C1(=CC=CC=C1)[Si](O[Si](C)(C)C)(O[Si](C)(C)C)O[Si](C)(C)C phenyl-tris(trimethyl-siloxy)silane